C1NC(CC=2C3=CC=CC=C3NC12)C(=O)O 1,2,3,4-tetrahydro-β-carboline-3-oic acid